N-ethyl-5-fluoro-N-(isopropyl)-2-[7-(1,2,3,6-tetrahydropyridin-4-yl)quinazolin-5-yl]benzamide C(C)N(C(C1=C(C=CC(=C1)F)C1=C2C=NC=NC2=CC(=C1)C=1CCNCC1)=O)C(C)C